1-methyl-5-(p-tolyl)pyrazol-3-ol CN1N=C(C=C1C1=CC=C(C=C1)C)O